7-chloro-1-methyl-4-(piperidin-4-yl)-1,4-dihydropyrido[2,3-b]pyrazine-2,3-dione dihydrochloride Cl.Cl.ClC1=CC2=C(N(C(C(N2C)=O)=O)C2CCNCC2)N=C1